O1CCN(CCC1)C12CC(C1)(C2)N2C(=NC(=C2)C=2C=C(C(=NC2)N)OC(F)(F)F)C2CC2 5-(1-(3-(1,4-oxaazepan-4-yl)bicyclo[1.1.1]pentan-1-yl)-2-cyclopropyl-1H-imidazol-4-yl)-3-(trifluoromethoxy)pyridin-2-amine